3-(1'-((3-Azaspiro[5.5]Undecan-9-Yl)Methyl)-6-Oxo-6,8-Dihydro-2H,7H-Spiro[Furo[2,3-e]Isoindole-3,4'-Piperidin]-7-Yl)Piperidine-2,6-Dione C1CNCCC12CCC(CC2)CN2CCC1(CC2)COC2=C3CN(C(C3=CC=C21)=O)C2C(NC(CC2)=O)=O